ClC=1C=C(C=NC1)OC1N(SC2=C1C=CC=C2C)C (5-chloropyridin-3-yl)oxy-2,7-dimethylbenzo[d]isothiazol